ClC1=C(C(=O)N(C2(CC2)C#N)COC(=O)OCC(=O)OC(C)(C)C)C=C(C=C1)C=1C=NN(C1)C=1N(N=C(C1C(F)(F)F)C(C(F)(F)F)(F)F)C Tert-Butyl [({[{2-chloro-5-[2'-methyl-5'-(pentafluoroethyl)-4'-(trifluoromethyl)-2'H-[1,3'-bipyrazol]-4-yl]benzoyl}(1-cyanocyclopropyl)amino]methoxy}carbonyl)oxy]acetate